C(C1=CC=CC=C1)OC=1C=C(C2=CC=CC=C2C1)N1CC=2N=C(N=C(C2CC1)N1CCN(CC1)C(=O)OCC1=CC=CC=C1)O[C@H](C)[C@@H]1NCCC1 benzyl 4-[7-(3-benzyloxy-1-naphthyl)-2-[(1R)-1-[(2R)-pyrrolidin-2-yl]ethoxy]-6,8-dihydro-5H-pyrido[3,4-d]pyrimidin-4-yl]piperazine-1-carboxylate